methyl (R)-3-(2-thiophenyl)-butyrate S1C(=CC=C1)[C@@H](CC(=O)OC)C